C(C)OC(=O)C1(CC2=CC=CC=C2C(C1)C(NC1=CC=C(C=C1)Br)=O)C(=O)OCC 4-((4-bromophenyl)carbamoyl)-3,4-dihydronaphthalene-2,2(1H)-dicarboxylic acid diethyl ester